[C@@H]12C(C[C@@H](CC1)C2)OCC=2C=C1CN(C(C1=CC2)=O)N2C(NC(CC2)=O)=O 1-(5-((((1R,4S)-bicyclo[2.2.1]heptan-2-yl)oxy)methyl)-1-oxoisoindolin-2-yl)dihydropyrimidine-2,4(1H,3H)-dione